CC(CC1=NN=CN1C)(C)C=1C=C(C=CC1)N1C=NC2=C(C=C(C=C2C1=O)C=O)C(F)(F)F 3-(3-(2-methyl-1-(4-methyl-4H-1,2,4-triazol-3-yl)propan-2-yl)phenyl)-4-oxo-8-(trifluoromethyl)-3,4-dihydroquinazoline-6-carbaldehyde